2-(1H-pyrazol-4-yl)-1-(7-(4-(trifluoromethyl)phenoxy)-3,4-dihydroisoquinolin-2(1H)-yl)ethan-1-one N1N=CC(=C1)CC(=O)N1CC2=CC(=CC=C2CC1)OC1=CC=C(C=C1)C(F)(F)F